N,N,N',N'-tetraisopropyl-1,2-propylenediamine C(C)(C)N(CC(C)N(C(C)C)C(C)C)C(C)C